(diethylamino)di(ethoxyethyl)vinyl-silane C(C)N(CC)[SiH2]C=C(CCOCC)CCOCC